2-(3,4-epoxyhexyl)ethyltriethoxysilane C(CC1C(CC)O1)CC[Si](OCC)(OCC)OCC